N-(3-(5-(6-(4-cyclopropyl-4H-1,2,4-triazol-3-yl)pyridin-2-yl)-6-oxo-5,6-dihydro-4H-thieno[2,3-c]pyrrol-2-yl)phenyl)acetamide C1(CC1)N1C(=NN=C1)C1=CC=CC(=N1)N1C(C2=C(C1)C=C(S2)C=2C=C(C=CC2)NC(C)=O)=O